(tert-butoxycarbonyl)-L-allothreonine tert-butyl ester C(C)(C)(C)OC([C@@H](NC(=O)OC(C)(C)C)[C@@H](O)C)=O